N1C(=NC2=C1C=CC=C2)C2=CC(=NN2C)NC(=O)C=2C=NC(=CC2)N2CC1N(CC2)C(OC1)=O N-[5-(1H-benzimidazol-2-yl)-1-methyl-pyrazol-3-yl]-6-(3-oxo-5,6,8,8a-tetrahydro-1H-oxazolo[3,4-a]pyrazin-7-yl)pyridine-3-carboxamide